2-fluoro-4-(1-(2-fluoro-4-((S)-3-methoxypyrrolidin-1-yl)phenyl)-3-((R)-3-(methylamino)piperidine-1-carbonyl)-1H-pyrazol-5-yl)benzonitrile FC1=C(C#N)C=CC(=C1)C1=CC(=NN1C1=C(C=C(C=C1)N1C[C@H](CC1)OC)F)C(=O)N1C[C@@H](CCC1)NC